(1S,2S,3R)-N-(8-amino-7-fluoro-6-(4-methylpyridin-3-yl)isoquinolin-3-yl)-2-(1H-imidazol-5-yl)-3-methylcyclopropane-1-carboxamide NC=1C(=C(C=C2C=C(N=CC12)NC(=O)[C@@H]1[C@H]([C@H]1C)C1=CN=CN1)C=1C=NC=CC1C)F